NC1=CC=CC(=N1)S(=O)(=O)NC(=O)C=1C(=NC(=CC1)C1=CC(=CC(=C1)OCC(C)C)F)C1C(CC(C1)(C)C)(C)C N-[(6-Amino-2-pyridyl)sulfonyl]-6-(3-fluoro-5-isobutoxyphenyl)-2-(2,2,4,4-tetramethylcyclopentyl)pyridin-3-carboxamid